dimethyl-acethydrazide CC(C(=O)NN)C